O=S1(C[C@H](CC1)NC(=O)C=1C=NC(=CC1)OCC=1C(=NOC1C)C=1C=NC(=CC1)C)=O N-((3S)-1,1-Dioxothiolan-3-yl)-6-((5-methyl-3-(6-methylpyridin-3-yl)-1,2-oxazol-4-yl)methoxy)pyridin-3-carboxamid